NCCCC[C@@H](C(=O)O)NC(=O)N[C@@H](CCC(=O)O)C(=O)O (((S)-5-amino-1-carboxypentyl)carbamoyl)-L-glutamic acid